C1N(CCC2=CC=CC=C12)C1CC(CC1O)C1=NC=CC(=N1)C(=O)N (3-(3,4-dihydroisoquinoline-2(1H)-yl)-4-hydroxycyclopentyl)pyrimidine-4-carboxamide